8-ethoxy-5-tosyl-1,3,4,5-tetrahydro-2H-pyrido[4,3-b]indole-2-carboxylic acid tert-butyl ester C(C)(C)(C)OC(=O)N1CC2=C(N(C=3C=CC(=CC23)OCC)S(=O)(=O)C2=CC=C(C)C=C2)CC1